(4-(1H-imidazol-2-yl)piperidin-1-yl)(dibenzo[b,d]furan-3-yl)methanone, trifluoroacetic acid salt FC(C(=O)O)(F)F.N1C(=NC=C1)C1CCN(CC1)C(=O)C=1C=CC2=C(OC3=C2C=CC=C3)C1